1-(2,2-difluoroethyl)-4-(4,4,5,5-tetramethyl-1,3,2-dioxaborolan-2-yl)pyrazole FC(CN1N=CC(=C1)B1OC(C(O1)(C)C)(C)C)F